ON1NC=CC(=N1)C1=CC=CC=C1 ORTHO-HYDROXYPHENYL-TRIAZINE